NC([C@H](CCC(=O)OC(C)(C)C)N1C(C2=CC(=C(C(=C2C1)OCC=1CCN(CC1)C(=O)OCC1=CC=CC=C1)Br)F)=O)=O benzyl (S)-4-(((2-(1-amino-5-(tert-butoxy)-1,5-dioxopentan-2-yl)-5-bromo-6-fluoro-1-oxoisoindolin-4-yl)oxy)methyl)-3,6-dihydropyridine-1(2H)-carboxylate